2-[[4-chloro-3-(2-methylpyrimidin-5-yl)pyrrolo[2,3-b]pyridin-1-yl]methoxy]ethyl-trimethyl-silane ClC1=C2C(=NC=C1)N(C=C2C=2C=NC(=NC2)C)COCC[Si](C)(C)C